N[C@H]1[C@@H](CCCC1)NC(=O)C1=NC(=CN=C1)C=1NC2=CC=CC=C2C1C |r| (rac)-N-((1r,2r)-2-aminocyclohexyl)-6-(3-methyl-1H-indol-2-yl)pyrazine-2-carboxamide